IC1=CC2=C(OCO2)C=C1OC(C)C 5-iodo-6-isopropoxybenzo[d][1,3]dioxolane